BrC1=C(C=C(C(=C1)NC1=C(C=CC=C1)C(C)C)N)Cl 5-bromo-4-chloro-N1-(2-isopropylphenyl)benzene-1,2-diamine